Dec-3-ene-2-thione CC(C=CCCCCCC)=S